FC1=C(C=C2C=CN(C(C2=C1F)=O)CCC[C@H]1N(C(OC1)(C)C)C(=O)OCC1=CC=CC=C1)C1=NC=C(C=N1)C(F)(F)F benzyl (4R)-4-[3-[7,8-difluoro-1-oxo-6-[5-(trifluoromethyl)pyrimidin-2-yl]-2-isoquinolyl]propyl]-2,2-dimethyl-oxazolidine-3-carboxylate